1-(Benzenesulfonyl)-4-(3-fluoro-4-nitro-phenyl)pyrrolo[2,3-b]pyridine C1(=CC=CC=C1)S(=O)(=O)N1C=CC=2C1=NC=CC2C2=CC(=C(C=C2)[N+](=O)[O-])F